FP(N=C=O)F difluoro(isocyanato)phosphane